8-(difluoromethyl-d)-2-trifluoromethyl-2H-benzopyran-3-carboxylic acid methyl ester COC(=O)C=1C(OC2=C(C1)C=CC=C2C([2H])(F)F)C(F)(F)F